CN1N=C2C=CC(=C(C2=C1)C(F)(F)F)C1=CC=C(N=N1)NC1C[C@@H]2[C@@H](CN(C2)CC2CCOCC2)C1 (3aR,5s,6aS)-N-(6-(2-methyl-4-(trifluoromethyl)-2H-indazol-5-yl)pyridazin-3-yl)-2-((tetrahydro-2H-pyran-4-yl)methyl)octahydrocyclopenta[c]pyrrol-5-amine